tert-butyl N-{1-[4-(aminomethyl)phenyl]cyclopropyl}-N-methylcarbamate NCC1=CC=C(C=C1)C1(CC1)N(C(OC(C)(C)C)=O)C